(2R,4S)-1-(((9H-fluoren-9-yl)methoxy)carbonyl)-4-hydroxypyrrolidine-2-carboxylic acid C1=CC=CC=2C3=CC=CC=C3C(C12)COC(=O)N1[C@H](C[C@@H](C1)O)C(=O)O